[NH4+].[NH4+].CCCCCCCCCC decane-diammonium salt